methyl 3-chloro-2,5-difluoro-4-iodo-benzoate ClC=1C(=C(C(=O)OC)C=C(C1I)F)F